3-bromo-7-iodo-1-isopropyl-1H-pyrazolo[4,3-c]pyridin-4-amine BrC1=NN(C2=C1C(=NC=C2I)N)C(C)C